FC1=C(OC2=C(C=C(C(=C2)C)[N+](=O)[O-])C=2C3=C(C(N(C2)C)=O)NC=C3)C=CC(=C1)F 4-(2-(2,4-difluorophenoxy)-4-methyl-5-nitrophenyl)-6-methyl-1,6-dihydro-7H-pyrrolo[2,3-c]pyridin-7-one